NCCC(CO)CO 4-amino-2-hydroxymethyl-n-butan-1-ol